COC1=CC2=C(N=C(S2)CNC(=O)C2(CC3=CC=CC=C3C2)CC(=O)[O-])C=C1S(=O)(=O)N1CCC(CC1)[N+](C)(C)C 2-[2-[[6-methoxy-5-[[4-(trimethylammonio)-1-piperidyl] sulfonyl]-1,3-benzothiazol-2-yl]methylcarbamoyl]indan-2-yl]acetate